1,4-bis((2-(bicyclo[2.2.1]hept-5-en-2-yl)ethyl)dimethylsilyl)benzene C12C(CC(C=C1)C2)CC[Si](C2=CC=C(C=C2)[Si](C)(C)CCC2C1C=CC(C2)C1)(C)C